NC1=C(C(=NC=2N1N=C(C2Cl)C)NCCC2=NC(=CC=C2)C(CO)(F)F)C#N 7-amino-3-chloro-5-((2-(6-(1,1-difluoro-2-hydroxyethyl)pyridin-2-yl)ethyl)amino)-2-methylpyrazolo[1,5-a]pyrimidine-6-carbonitrile